Br\C(=C\CF)\F (E)-1-bromo-1,3-difluoropropene